C12(CC3CC(CC(C1)C3)C2)P(C=2[C-](C=CC2)[C@H](C)P(C2=CC=CC=C2)C2=CC=CC=C2)C23CC1CC(CC(C2)C1)C3.[CH-]3C=CC=C3.[Fe+2] (S)-1-[(R)-2-(bis(adamantyl)phosphino)ferrocenyl]ethyl-diphenylphosphine